ClC1=CC(=NC(=N1)C)C=1N=C(SC1C1=CC=CC=C1)N (6-chloro-2-methyl-pyrimidin-4-yl)-5-phenyl-thiazol-2-amine